iron-silicon-copper [Cu].[Si].[Fe]